CC(C)C1=NOC(=N1)C1CCN(CC1)C(=O)N 4-[3-(propan-2-yl)-1,2,4-oxadiazol-5-yl]piperidine-1-carboxamide